rhodanine-sulfuric acid S(O)(O)(=O)=O.S1C(=S)NC(=O)C1